ClC=1C=C(CC=2C(=CC(=NC2)NC(=O)C2=NN(C(CC2)=O)C)C)C=CC1 N-(5-(3-chlorobenzyl)-4-methylpyridin-2-yl)-1-methyl-6-oxo-1,4,5,6-tetrahydropyridazine-3-carboxamide